NC1=NC(=CC(=N1)C=1N=NN(C1)CC1=CC=CC(=N1)C(CC(=O)O)(CC)CC)C1=CC(=CC=C1)C#N 3-[6-({4-[2-amino-6-(m-cyanophenyl)-4-pyrimidinyl]-1H-1,2,3-triazol-1-yl}methyl)-2-pyridinyl]-3-ethylpentanoic acid